N-((2S)-1,1-dicyclopropyl-3-((2-fluoro-4-((2S)-1-(4-hydroxy-2-(trifluoromethyl)pyrrolidin-1-yl)-1-oxopropan-2-yl)phenyl)amino)-3-oxopropan-2-yl)-1-isopropyl-1H-pyrazole-5-carboxamide C1(CC1)C([C@@H](C(=O)NC1=C(C=C(C=C1)[C@@H](C(=O)N1C(CC(C1)O)C(F)(F)F)C)F)NC(=O)C1=CC=NN1C(C)C)C1CC1